3-amino-N-[5-[3-(3,3-dimethylbutoxy)phenyl]-4-(2-propan-2-ylphenyl)-1,3-thiazol-2-yl]benzenesulfonamide NC=1C=C(C=CC1)S(=O)(=O)NC=1SC(=C(N1)C1=C(C=CC=C1)C(C)C)C1=CC(=CC=C1)OCCC(C)(C)C